(2r,5s)-4-(7-cyclohexyl-5-(difluoromethyl)-7H-pyrrolo[2,3-d]pyrimidin-4-yl)-2,5-dimethylpiperazine-1-carboxylic acid tert-butyl ester C(C)(C)(C)OC(=O)N1[C@@H](CN([C@H](C1)C)C=1C2=C(N=CN1)N(C=C2C(F)F)C2CCCCC2)C